FC(C=1C=C(C=CC1F)C=1N=C2C(=NC1)NN=C2F)F [3-(Difluoromethyl)-4-fluoro-phenyl]-3-fluoro-pyrazolo[3,4-b]pyrazin